3-(4-((2-(4-bromo-2-chlorophenoxy)benzyl)oxy)phenyl)propanoic acid BrC1=CC(=C(OC2=C(COC3=CC=C(C=C3)CCC(=O)O)C=CC=C2)C=C1)Cl